2-(((5-Fluoro-2-((3-(methylsulfonyl)-4-(piperazin-1-yl)phenyl)amino)pyrimidin-4-yl)(5-(hydroxymethyl)-2-methylphenyl)amino)methyl)benzonitrile FC=1C(=NC(=NC1)NC1=CC(=C(C=C1)N1CCNCC1)S(=O)(=O)C)N(C1=C(C=CC(=C1)CO)C)CC1=C(C#N)C=CC=C1